6-amino-2,3-bis(difluoromethyl)-7-(3-hydroxy-2,6-dimethyl-phenyl)benzimidazole-5-carboxamide NC=1C(=CC2=C(N=C(N2C(F)F)C(F)F)C1C1=C(C(=CC=C1C)O)C)C(=O)N